2'-(3-amino-2-fluorophenyl)-3-chloro-4-((1S,2S)-2-(4-fluorophenyl)cyclopropyl)-5',6-dimethyl-2H-[1,4'-bipyridin]-2-one NC=1C(=C(C=CC1)C1=NC=C(C(=C1)N1C(C(=C(C=C1C)[C@@H]1[C@H](C1)C1=CC=C(C=C1)F)Cl)=O)C)F